Ethyl 2-methyl-3-oxo-8-(phenylamino)-3,4-dihydroquinoxaline-6-carboxylate CC1=NC2=C(C=C(C=C2NC1=O)C(=O)OCC)NC1=CC=CC=C1